N1C=NC=C1COC1=CC=C(C=C1)C=1NC(=C(N1)C)C1=CC=C(C=C1)Cl 2-(4-((1H-imidazol-5-yl)methoxy)phenyl)-5-(4-chlorophenyl)-4-methyl-1H-imidazole